4-furylidenedi(methylene)diacetic acid O1C=CC(C1)(CCC(=O)O)CCC(=O)O